5-((5-((2,2'-Dimethyl-3'-(prop-2-yn-1-yloxy)-[1,1'-biphenyl]-3-yl)methoxy)-2-formyl-4-iodophenoxy)methyl)nicotinonitrile CC1=C(C=CC=C1COC=1C(=CC(=C(OCC=2C=NC=C(C#N)C2)C1)C=O)I)C1=C(C(=CC=C1)OCC#C)C